1-[5-(difluoromethyl)-6-[1-(2,2,2-trifluoroethyl)pyrrolidin-3-yl]-2-pyridyl]-6-methoxy-N-(6-methylpyridazin-3-yl)benzimidazol-5-amine FC(C=1C=CC(=NC1C1CN(CC1)CC(F)(F)F)N1C=NC2=C1C=C(C(=C2)NC=2N=NC(=CC2)C)OC)F